4-(((2-((4-(6-oxa-2-azaspiro[3.4]octan-2-yl)phenyl)amino)-5-fluoropyrimidin-4-yl)oxy)methyl)cyclohexan-1-ol C1N(CC12COCC2)C2=CC=C(C=C2)NC2=NC=C(C(=N2)OCC2CCC(CC2)O)F